5-Chloro-2-fluoro-4-(6-fluoropyridin-3-yl)aniline ClC=1C(=CC(=C(N)C1)F)C=1C=NC(=CC1)F